(1S,3S)-3-((6-(5-(((((2,2-dimethyl-cyclopropyl)methoxy)carbonyl)amino)methyl)-1-methyl-1H-1,2,3-triazol-4-yl)-2-methylpyridin-3-yl)oxy)cyclohexane-1-carboxylic acid CC1(C(C1)COC(=O)NCC1=C(N=NN1C)C1=CC=C(C(=N1)C)O[C@@H]1C[C@H](CCC1)C(=O)O)C